2-acetyl-5-bromo-1'-methyl-2H-spiro[benzo[d]isothiazole-3,3'-pyrrolidine]-2',5'-dione 1,1-dioxide C(C)(=O)N1S(C2=C(C=C(C=C2)Br)C12C(N(C(C2)=O)C)=O)(=O)=O